C1(CCCCC1)C1=C(N=C(S1)N1C([C@@H]2N(CCN(C2)C#N)CC1)=O)C (R)-8-(5-cyclohexyl-4-methylthiazol-2-yl)-9-oxooctahydro-2H-pyrazino[1,2-a]pyrazine-2-carbonitrile